NC1=C(C=CC(=C1)C(F)(F)F)NN(C(=O)OC(C)(C)C)C tert-butyl 2-[2-amino-4-(trifluoromethyl)phenyl]-1-methylhydrazine-1-carboxylate